[Si](C)(C)(C(C)(C)C)OC[C@H]1N(C=C(C1)C1=CC=C(C=C1)OC)C(=O)C1=C(C=C(C(=C1)OC)O[Si](C(C)C)(C(C)C)C(C)C)NC(OCC=C)=O Prop-2-en-1-yl (2-{[(2S)-2-({[tert-butyl(dimethyl)silyl]oxy}methyl)-4-(4-methoxyphenyl)-2,3-dihydro-1H-pyrrol-1-yl]carbonyl}-4-methoxy-5-{[tri(propan-2-yl)silyl] oxy}phenyl)carbamate